(R)-tert-butyl 2-(hydroxymethyl)pyrrolidine-1-carboxylate OC[C@@H]1N(CCC1)C(=O)OC(C)(C)C